ClC1=C(C=C(C=C1)S(=O)(=O)C1=CC(=C(C=C1)Cl)S(=O)(=O)O)S(=O)(=O)O.[Na].[Na] disodium bis-(4-chloro-3-sulphophenyl) sulphone